2-((1S)-1-(4-(2-(5-chloropyridin-2-yl)-2-methylbenzo[d][1,3]dioxolan-4-yl)piperidin-1-yl)ethyl)-4-methoxy-1-(((S)-oxetan-2-yl)methyl)-1H-benzo[d]imidazole-6-carboxylic acid ClC=1C=CC(=NC1)C1(OC2=C(O1)C=CC=C2C2CCN(CC2)[C@@H](C)C2=NC1=C(N2C[C@H]2OCC2)C=C(C=C1OC)C(=O)O)C